C1C=CC2=CC=CC=C12 cis-indene